FC=1C=CC(=C(C1)[C@@H](C)O)I (1R)-1-(5-fluoro-2-iodophenyl)ethan-1-ol